C(C)(C)NC([C@@H](C)OC1=CC=C2C(=CC(OC2=C1)=O)C1=C(C=CC=C1)C)=O (2R)-N-isopropyl-2-[4-(o-tolyl)-2-oxo-chromen-7-yl]oxy-propanamide